C(CC)N(S(=O)(=O)C1=CC=C(C=C1)C=1OC=C(N1)CCCCC(=O)O)CCC 5-(2-(4-(N,N-dipropylaminosulfonyl)phenyl)oxazol-4-yl)pentanoic acid